2-(3-(5-amino-6-(4-(2-ethoxyphenyl)piperazin-1-yl)pyrazin-2-yl)-4-methylphenyl)-3,3,3-trifluoro-2-hydroxypropanamide trifluoroacetate FC(C(=O)O)(F)F.NC=1N=CC(=NC1N1CCN(CC1)C1=C(C=CC=C1)OCC)C=1C=C(C=CC1C)C(C(=O)N)(C(F)(F)F)O